(S)-1'-(6-amino-5-((2-amino-3-fluoropyridin-4-yl)thio)pyrazin-2-yl)-5,7-dihydrospiro[cyclopenta[b]pyridine-6,4'-piperidin]-5-amine NC1=C(N=CC(=N1)N1CCC2(CC1)[C@@H](C=1C(=NC=CC1)C2)N)SC2=C(C(=NC=C2)N)F